BrC1=CC(=C(C(=O)NC2CC2)C(=C1)F)OC(F)F 4-bromo-N-cyclopropyl-2-(difluoromethoxy)-6-fluoro-benzamide